7-({7-[1-(1-ethoxyethyl)pyrazol-4-yl]-8-isopropoxy-[1,2,4]triazolo[1,5-c]pyrimidin-2-yl}amino)-1-benzofuran-4-sulfonyl chloride C(C)OC(C)N1N=CC(=C1)C1=C(C=2N(C=N1)N=C(N2)NC=2C=CC(=C1C=COC12)S(=O)(=O)Cl)OC(C)C